FC1(CCC(CC1)CNC=1N=CC2=C(N1)NC=C2C=2C=CC=1N(C2)C(=CN1)F)F N-((4,4-difluorocyclohexyl)methyl)-5-(3-fluoroimidazo[1,2-a]pyridin-6-yl)-7H-pyrrolo[2,3-d]pyrimidin-2-amine